C(C)N Monoethylamine